C(CCCCCCC\C=C/CCCCCCCC)(=O)OCCN(C(C=CC(NCCOCCN(C)C)=O)=O)CCOC(CCCCCCC\C=C/CCCCCCCC)=O 13-(2-{[(10Z)-1-oxooctadec-9-enyl] oxy} ethyl)-2-methyl-9,12-dioxo-5-oxa-2,8,13-triazapentadec-10-en-15-yl (10Z)-octadec-9-enoate